[Si](C1=CC=CC=C1)(C1=CC=CC=C1)(C(C)(C)C)OCCC(CNC(OC(C)(C)C)=O)O tert-butyl (4-((tert-butyldiphenylsilyl)oxy)-2-hydroxybutyl)carbamate